3-[4-[3-[[tert-butyl(dimethyl)silyl]oxymethyl]cyclobutyl]-3-methyl-2-oxo-benzimidazol-1-yl]piperidine-2,6-dione [Si](C)(C)(C(C)(C)C)OCC1CC(C1)C1=CC=CC=2N(C(N(C21)C)=O)C2C(NC(CC2)=O)=O